C(C)OCOC=1C=C(C#N)C=CC1C1=NN=C(C2=CC=CC=C12)N[C@H]1CN(CCC1)CC(C)(C)O (R)-3-(ethoxymethoxy)-4-(4-((1-(2-hydroxy-2-methylpropyl)piperidin-3-yl)amino)phthalazin-1-yl)benzonitrile